CC1(N=C(OC1)C1=CC=CC(=C1N)SC)C 6-(4,4-dimethyl-4,5-dihydro-1,3-oxazol-2-yl)-2-(methylsulfanyl)anilin